[2-chloro-4-[[3-(3-fluoro-4-methoxyphenyl)imidazo[1,2-a]pyrazin-8-yl]amino]phenyl]-(4-pyrrolidin-3-ylpiperazin-1-yl)methanone ClC1=C(C=CC(=C1)NC=1C=2N(C=CN1)C(=CN2)C2=CC(=C(C=C2)OC)F)C(=O)N2CCN(CC2)C2CNCC2